3-(aminomethyl)-4-isopropyl-N-(3-((4-methylpiperazin-1-yl)methyl)-5-(trifluoromethyl)phenyl)benzamide NCC=1C=C(C(=O)NC2=CC(=CC(=C2)C(F)(F)F)CN2CCN(CC2)C)C=CC1C(C)C